(R)-N-(5-(5-cyclopropyl-1,2,4-oxadiazol-3-yl)-2,3-dihydro-1H-inden-1-yl)-1-methyl-1H-pyrazole-5-carboxamide C1(CC1)C1=NC(=NO1)C=1C=C2CC[C@H](C2=CC1)NC(=O)C1=CC=NN1C